C(C=C)(=O)NC1=CC=C(C=C1)S(=O)(=O)N1CCC2(CN(C2)C[C@H]2CN(CC2)C2=NC=NC=C2OC2=C(C(=O)N(C(C)C)C(C)C)C=C(C=C2)F)CC1 (S)-2-((4-(3-((7-((4-acrylamidophenyl)sulfonyl)-2,7-diazaspiro[3.5]nonane-2-yl)methyl)pyrrolidin-1-yl)pyrimidin-5-yl)oxy)-5-fluoro-N,N-diisopropylbenzamide